[Cu+].C1(=CC=CC=C1)C=1C=NC2=C3N=CC(=CC3=CC=C2C1)C1=CC=CC=C1 3,8-bis(phenyl)-1,10-phenanthroline copper (I)